C(C)(C)(C)O[In] (tert-butoxy)indium